2-chloro-1-chloromethyl-3-fluorobenzene ClC1=C(C=CC=C1F)CCl